C1(CCCC1)C(=O)NCC1=CC=C(C=C1)NC(=O)NCC1=CC=C(C=C1)F N-{4-[(cyclopentylcarbonylamino)methyl]phenyl}{[(4-fluorophenyl)methyl]amino}carboxamide